C1=CC=CC=2OC3=CC=CC=C3C(C12)C(=O)[O-] xanthenecarboxylate